C(C)(C)(C)N1N=C(C(=C1NC1=NC(=CC=C1)C#N)C(=O)N)C1=CC=C(C=C1)NS(=O)(=O)CC(F)(F)F 1-tert-butyl-5-[(6-cyanopyridin-2-yl)amino]-3-[4-(2,2,2-trifluoroethanesulfonamido)phenyl]-1H-pyrazole-4-carboxamide